(S)-2-(5-(methylsulfonyl)-4-oxobenzo[d][1,2,3]triazin-3(4H)-yl)-N-(1-(4-(trifluoromethoxy)phenyl)ethyl)acetamide CS(=O)(=O)C1=CC=CC=2N=NN(C(C21)=O)CC(=O)N[C@@H](C)C2=CC=C(C=C2)OC(F)(F)F